COC(C1=C(C=C(C(=C1)OC)OC)C1=CC(N2CCCC2=C1)=O)=O 4,5-Dimethoxy-2-(5-oxo-1,2,3,5-tetrahydroindolizin-7-yl)benzoic acid methyl ester